(2S)-N-[(3S)-9-fluoro-2-oxo-5-phenyl-1,3-dihydro-1,4-benzodiazepin-3-yl]-6-(2-fluorophenyl)-2-methyl-2,3-dihydropyrazolo[5,1-b][1,3]oxazole-7-carboxamide FC1=CC=CC=2C(=N[C@@H](C(NC21)=O)NC(=O)C=2C(=NN1C2O[C@H](C1)C)C1=C(C=CC=C1)F)C1=CC=CC=C1